CC1=NC(=CC=C1OC1CCC(CC1)CCN1N=C(C2=C1CCC2)C(=O)N2CCC(CC2)NC(C)=O)C N-(1-(1-(2-((1s,4s)-4-((2,6-Dimethylpyridin-3-yl)oxy)cyclohexyl)ethyl)-1,4,5,6-tetrahydrocyclopenta[c]pyrazol-3-carbonyl)piperidin-4-yl)acetamid